ClC=1C(=C(C=CC1)NC=1C2=C(N=CN1)C=NC(=C2)N2CC(C2)NC)F N-(3-chloro-2-fluoro-phenyl)-6-[3-(methylamino)azetidin-1-yl]pyrido[3,4-d]pyrimidin-4-amine